4-(8-(3-acrylamidophenyl)-2-aminoquinazolin-6-yl)-N-(4-methylpyridin-2-yl)benzamide C(C=C)(=O)NC=1C=C(C=CC1)C=1C=C(C=C2C=NC(=NC12)N)C1=CC=C(C(=O)NC2=NC=CC(=C2)C)C=C1